C(C)(C)(C)OC([C@@H](NC(=O)OCC1=CC=CC=C1)CCCN)=O cbz-ornithine tert-butyl ester